FC1=CC=C(C=C1)C=1OC2=C(C(=CC(=C2C(C1)=O)OC)OC)[C@H]1[C@@H](CN(CC1)C)O 2-(4-fluorophenyl)-8-((3S,4S)-3-hydroxy-1-methylpiperidin-4-yl)-5,7-dimethoxy-4H-chromen-4-one